(3-(2,6-dioxopiperidin-3-yl)-2-methylquinolin-7-yl)methyl (3-chloro-4-(trifluoromethyl)phenyl)carbamate ClC=1C=C(C=CC1C(F)(F)F)NC(OCC1=CC=C2C=C(C(=NC2=C1)C)C1C(NC(CC1)=O)=O)=O